cyano-3-phenoxyl-benzyl alcohol C(#N)C(C1=CC(=CC=C1)OC1=CC=CC=C1)O